C1(CCCN2CCCCC12)=O hexahydro-2H-quinolizin-1(6H)-one